FC=1C=CC(=CC1)OCOC 5-fluoro-2-(methoxymethoxy)benzene